4-(8-bromo-2-chloro-9H-purin-6-yl)morpholine (2r,3r,5r)-5-(6-amino-2-chloro-9H-purin-9-yl)-2-((benzoyloxy)methyl)-4,4-difluorotetrahydrofuran-3-benzoate NC1=C2N=CN(C2=NC(=N1)Cl)[C@H]1C([C@@H]([C@@H](O1)COC(C1=CC=CC=C1)=O)C1=CC=CCC1C(=O)O)(F)F.BrC=1NC2=NC(=NC(=C2N1)N1CCOCC1)Cl